6,13-bis(di(pyridin-4-yl)methylene)-6,13-dihydropentacene N1=CC=C(C=C1)C(=C1C=2C=C3C=CC=CC3=CC2C(C2=CC3=CC=CC=C3C=C12)=C(C1=CC=NC=C1)C1=CC=NC=C1)C1=CC=NC=C1